C(C)(C)(C)OC(=O)NC[C@H](O)C(=O)O N-tert-butoxycarbonyl-(S)-isoserine